(S)-4-(4-chloro-1-oxo-3-(1-((5-oxo-5,8-dihydropyrido[2,3-d]pyrimidin-4-yl)amino)ethyl)-2-phenyl-1,2-dihydroisoquinolin-8-yl)benzoic acid ClC1=C(N(C(C2=C(C=CC=C12)C1=CC=C(C(=O)O)C=C1)=O)C1=CC=CC=C1)[C@H](C)NC=1C2=C(N=CN1)NC=CC2=O